CC1(OB(OC1(C)C)C=1C=C2C=NC(=NC2=CC1)CC(C(=O)N)(C)C)C (6-(4,4,5,5-tetramethyl-1,3,2-dioxaborolan-2-yl)quinazolin-2-yl)pivalamide